C(CCCCCCC(C)C)OC(C=1C(C(=O)OCCCCCCCC(C)C)=CC=CC1)=O.CC1=C(C(=CC(=C1)C)C)N1C=[N+](C=C1)C1=C(C=C(C=C1C)C)C 1,3-bis(2,4,6-trimethylphenyl)imidazolium Diisodecyl-Phthalate